COC(=O)C=1C(=CC(=NC1)C)B(O)O 5-(Methoxycarbonyl)-2-methylpyridin-4-ylboronic acid